(2-(2,6-bis(benzyloxy)pyridin-3-yl)benzo[d]oxazol-6-yl)(6-(trifluoromethyl)-2-azaspiro[3.4]octan-2-yl)methanone C(C1=CC=CC=C1)OC1=NC(=CC=C1C=1OC2=C(N1)C=CC(=C2)C(=O)N2CC1(C2)CC(CC1)C(F)(F)F)OCC1=CC=CC=C1